BrC=1C(=NC=C(C1)C1C(C1)(F)F)N 3-bromo-5-(2,2-difluorocyclopropyl)pyridine-2-amine